rac-(1R,2S,3S)-N1,N1-dibenzylcyclohexane-2-d-1,3-diamine C(C1=CC=CC=C1)N([C@H]1[C@H]([C@H](CCC1)N)[2H])CC1=CC=CC=C1 |r|